1-(4-(5-amino-3-(4-phenoxyphenyl)imidazo[1,5-c]pyrimidin-1-yl)-3,6-dihydropyridin-1(2H)-yl)-2-hydroxyethan-1-one NC1=NC=CC=2N1C(=NC2C=2CCN(CC2)C(CO)=O)C2=CC=C(C=C2)OC2=CC=CC=C2